(S)-4-(3-acrylamidocyclohex-1-en-1-yl)-5-fluoro-2,3-dimethyl-1H-indole-7-carboxamide C(C=C)(=O)N[C@@H]1C=C(CCC1)C1=C2C(=C(NC2=C(C=C1F)C(=O)N)C)C